C(C1=CC=NC=C1)(=O)O[C@]1(C(C(=C2C=C(N(C=C2C1=O)NC(C1=CC=NC=C1)=O)\C=C\C(=C\[C@H](CC)C)\C)Cl)=O)C (R)-5-chloro-3-((S,1E,3E)-3,5-dimethylhepta-1,3-dien-1-yl)-2-(isonicotinamido)-7-methyl-6,8-dioxo-2,6,7,8-tetrahydroisoquinolin-7-yl isonicotinate